C([C@H](O)CC(=O)O)(=O)O |r| racemic-DL-malic acid